Methyl (S)-3-(4-cyanophenyl)-2-(2-(1-(3-(4-ethoxyphenyl)propanoyl)piperidin-4-yl)acetamido)propanoate C(#N)C1=CC=C(C=C1)C[C@@H](C(=O)OC)NC(CC1CCN(CC1)C(CCC1=CC=C(C=C1)OCC)=O)=O